4-(4-(((3-aminooxetan-3-yl)methyl)amino)-6-methylquinazolin-2-yl)-1-((trifluoromethyl)imino)-2,3,4,5-tetrahydro-1H-1λ4-benzo[f][1,4]thiazepine-1-Oxide NC1(COC1)CNC1=NC(=NC2=CC=C(C=C12)C)N1CCS(C2=C(C1)C=CC=C2)(=NC(F)(F)F)=O